C(C1=CC=CC=C1)S(=O)(=O)OCC1=C(C=NC=C1)C1=NC2=C(N1CCO[Si](C1=CC=CC=C1)(C1=CC=CC=C1)C(C)(C)C)C=C(C(=C2)F)F 2-(p-toluenesulfonyloxymethylpyridin-3-yl)-5,6-difluoro-1-[2-(tert-butyldiphenylsilyloxy)ethyl]benzimidazole